tert-Butyl 4-(2-((2-chloropyrimidin-5-yl)oxy)ethyl)piperazine-1-carboxylate ClC1=NC=C(C=N1)OCCN1CCN(CC1)C(=O)OC(C)(C)C